N-(4-{1-[(3,5-dichlorophenyl)carbonyl]piperidin-4-yl}butyl)-1H-pyrrolo[3,2-c]pyridine-2-carboxamide ClC=1C=C(C=C(C1)Cl)C(=O)N1CCC(CC1)CCCCNC(=O)C1=CC=2C=NC=CC2N1